sodium perchlorate, potassium salt [K+].Cl(=O)(=O)(=O)[O-].[Na+].Cl(=O)(=O)(=O)[O-]